O1NC=CC1=O 5-isoxazolone